C(C)(C)(C)OC(=O)NC=1C=C(C(=NC1C(=O)NN)O[C@H](CCCCC[C@@](C(=O)O)(C(F)(F)F)O)C)C(F)(F)F (2R,8S)-8-({5-[(tert-butoxycarbonyl)amino]-6-(hydrazinecarbonyl)-3-(trifluoromethyl)pyridin-2-yl}oxy)-2-hydroxy-2-(trifluoromethyl)nonanoic acid